(4-(((6-(isoindolin-2-ylmethyl)-4-oxo-4H-pyran-3-yl)oxy)methyl)cyclopent-2-en-1-yl)carbamic acid tert-butyl ester C(C)(C)(C)OC(NC1C=CC(C1)COC1=COC(=CC1=O)CN1CC2=CC=CC=C2C1)=O